3-oxo-N-(3-(trifluoromethyl)phenyl)butanamide O=C(CC(=O)NC1=CC(=CC=C1)C(F)(F)F)C